ClC1=CN=C(N1C)CCC(=O)N1CC(C1)N(C)C 3-(5-chloro-1-methyl-1H-imidazol-2-yl)-1-(3-(dimethylamino)azetidin-1-yl)propan-1-one